O1CC(C1)N1CCC(CC1)OCC1=CC=C(C=C1)NC(OCC1=CC=C(C=C1)OC)=O 4-methoxybenzyl (4-(((1-(oxetan-3-yl)piperidin-4-yl)oxy)methyl)phenyl)carbamate